(E)-4,4'-(but-2-ene-1,4-diylbis(azepanediyl))bis(3-amino-5-((4-methoxybenzyl)oxy)benzamide) C(\C=C\CN1C(CCCCC1)C1=C(C=C(C(=O)N)C=C1OCC1=CC=C(C=C1)OC)N)N1C(CCCCC1)C1=C(C=C(C(=O)N)C=C1OCC1=CC=C(C=C1)OC)N